NC1=C(C=C(C=2N(C=NC21)C)Br)C(=O)C=2C1=CN(N=C1C(=CC2)F)C2OCCCC2 (4-amino-7-bromo-1-methylbenzimidazol-5-yl)-[7-fluoro-2-(oxan-2-yl)indazol-4-yl]methanone